(2R,6S)-2-cyclopropyl-4-(p-tolylsulfonyl)-6-(1H-pyrazol-4-yl)morpholine C1(CC1)[C@@H]1CN(C[C@@H](O1)C=1C=NNC1)S(=O)(=O)C1=CC=C(C=C1)C